6-(azetidin-1-yl)-[1,2,4]triazolo[1,5-a]pyrazin-2-amine N1(CCC1)C=1N=CC=2N(C1)N=C(N2)N